Cl.C12NCC(C(C1)=O)C2 2-azabicyclo[2.2.1]heptan-5-one hydrochloride